C(C)OC(=O)C1=NOC(=N1)C1(CC1)CF 5-(1-(fluoromethyl)cyclopropyl)-1,2,4-oxadiazole-3-carboxylic acid ethyl ester